((2-(N-cyclopropylaminosulfonyl)-4-(isoindolin-2-ylmethyl)phenoxy)methyl)-N-methylpiperidine-1-carboxamide C1(CC1)NS(=O)(=O)C1=C(OCC2N(CCCC2)C(=O)NC)C=CC(=C1)CN1CC2=CC=CC=C2C1